2,4,6-triisocyanotoluene [N+](#[C-])C1=C(C)C(=CC(=C1)[N+]#[C-])[N+]#[C-]